N1(CCC1)CC1=CC(=NC=C1)NC=1SC2=C(N1)C=CC(=C2)C=2C=NNC2C N-(4-(azetidin-1-yl-methyl)pyridin-2-yl)-6-(5-methyl-1H-pyrazol-4-yl)benzo[d]thiazol-2-amine